ClC1=C(C=CC(=C1)C#N)CC(=O)O 2-(2-chloro-4-cyanophenyl)acetic acid